C(CCC)(=O)N1CCC(CC1)NS(=O)(=O)C1=CC=C(C=C1)N1C(C2=CC=CC=C2C1=O)=O N-(1-butyrylpiperidin-4-yl)-4-(1,3-dioxoisoindolin-2-yl)benzenesulfonamide